C(#N)C1=CC=C(N1CCC12CC3CC(CC(C1)C3)C2)C 5-cyano-2-methyl-1-[2-(tricyclo[3.3.1.13,7]dec-1-yl)ethyl]-1H-pyrrole